1-(3-((8-(3-hydroxynaphthalen-1-yl)quinazolin-4-yl)amino)azetidin-1-yl)prop-2-en-1-one OC=1C=C(C2=CC=CC=C2C1)C=1C=CC=C2C(=NC=NC12)NC1CN(C1)C(C=C)=O